ClC1=NC=CC2=CC(=C3C(=C12)CCO3)C#N 1-chloro-8,9-dihydrofuro[2,3-h]isoquinoline-6-carbonitrile